2-((Bis(3-borono-5-(trifluoromethyl)phenyl)(oxo)-λ6-sulfanylidene)amino)acetic acid B(O)(O)C=1C=C(C=C(C1)C(F)(F)F)S(=O)(C1=CC(=CC(=C1)C(F)(F)F)B(O)O)=NCC(=O)O